N-(3-(5-chloro-1H-indol-3-yl)propyl)-3-fluoro-4-(3-(4-hydroxypiperidin-1-yl)propoxy)benzenesulfonamide ClC=1C=C2C(=CNC2=CC1)CCCNS(=O)(=O)C1=CC(=C(C=C1)OCCCN1CCC(CC1)O)F